C(#N)C1=CC=C(C2=CC=CC=C12)NC(C(C)(C)N1N=CC(=C1)CN1CCN(CC1)C(=O)OC(C)(C)C)=O tert-butyl 4-((1-(1-((4-cyanonaphthalen-1-yl)amino)-2-methyl-1-oxopropan-2-yl)-1H-pyrazol-4-yl)methyl)piperazine-1-carboxylate